Ethyl-3-methyl-3-phenylglycidat CCOC(=O)C1C(O1)(C)C2=CC=CC=C2